C(C)OC(=O)C1C(NC2=CC(=CN=C2C1=O)Br)=O 7-bromo-2,4-dioxo-1,2,3,4-tetrahydro-1,5-naphthyridine-3-carboxylic acid ethyl ester